2-phenyl-2,3-dihydrofuran C1(=CC=CC=C1)C1OC=CC1